CC=1C=C2C=CC=NC2=C(C1)B(O)O 6-METHYLQUINOLINE-8-BORONIC ACID